N-((1S)-1-(Hydroxymethyl)butyl)-6-((5-methyl-3-(6-methylpyridazin-3-yl)isoxazol-4-yl)methoxy)pyridin-3-carboxamid OC[C@H](CCC)NC(=O)C=1C=NC(=CC1)OCC=1C(=NOC1C)C=1N=NC(=CC1)C